Methyl 4-(1-(3-amino-6-chloropyridazin-4-yl)piperidin-3-yl)-2-fluorobenzoate NC=1N=NC(=CC1N1CC(CCC1)C1=CC(=C(C(=O)OC)C=C1)F)Cl